C(=CC)C1=C(OC2=CC=C(C(=O)C3=CC=C(C=C3)OC3=C(C=CC=C3)C=CC)C=C2)C=CC=C1 4,4'-bis(o-propenyl-phenoxy)benzophenone